C1(CC1)C(C(C(=O)NC1=NC=C(C=C1)C=1C(=NN(C1CC)COCC[Si](C)(C)C)C)NC(=O)C=1N(N=CC1)C(C)C)C1CC1 N-[1-(dicyclopropylmethyl)-2-[[5-[5-ethyl-3-methyl-1-(2-trimethylsilylethoxymethyl)pyrazol-4-yl]-2-pyridyl]amino]-2-oxo-ethyl]-2-isopropyl-pyrazole-3-carboxamide